(R)-1-amino-N-(2,2-difluoroethyl)piperidine-3-carboxamide hydrochloride Cl.NN1C[C@@H](CCC1)C(=O)NCC(F)F